para-ethoxybenzophenone C(C)OC1=CC=C(C=C1)C(C1=CC=CC=C1)=O